C1(=CC=C(C=C1)N(C1=CC=C(C=C1)C=1C(=CC=CC1)C1=CC=C(C=C1)N(C1=CC=CC2=CC=CC=C12)C1=CC=C(C=C1)C1=CC=CC=C1)C1=CC=CC2=CC=CC=C12)C1=CC=CC=C1 4,4''-bis{(biphenyl-4-yl)-(naphthalen-1-yl)amino}-1,1':2',1''-terphenyl